C1(CC1)C1=CNC2=NC=CC(=C21)OC2=CC(=C(C=C2)NC(N)=O)F 3-(4-((3-CYCLOPROPYL-1H-PYRROLO[2,3-B]PYRIDIN-4-YL)OXY)-2-FLUOROPHENYL)UREA